3-(4-(5-(4-(benzisothiazol-3-yl)piperazin-1-yl)pentyl)-1-oxoisoindolin-2-yl)piperidine-2,6-dione S1N=C(C2=C1C=CC=C2)N2CCN(CC2)CCCCCC2=C1CN(C(C1=CC=C2)=O)C2C(NC(CC2)=O)=O